2',5-Dichloro-4'-nitrosalicylanilide ClC1=C(NC(C=2C(O)=CC=C(C2)Cl)=O)C=CC(=C1)[N+](=O)[O-]